NC(COC1=CC=CC(=N1)C(=O)OCC)C ethyl 6-(2-aminopropoxy)picolinate